ClC=1C=C(CCN2CC(N(CC2C)C(=O)OC(C)(C)C)COC2=CC=C(C=C2)S(=O)(=O)C)C=CC1 tert-butyl 4-(3-chlorophenethyl)-5-methyl-2-((4-(methylsulfonyl)phenoxy)methyl)piperazine-1-carboxylate